COC=1C=C2C(=NC(=NC2=CC1OCCCN1CCCC1)N1N=CC=C1)NCN1CCNCC1 6-methoxy-N-(piperazin-1-ylmethyl)-2-(1H-pyrazol-1-yl)-7-(3-(pyrrolidin-1-yl)propoxy)quinazolin-4-amine